1-(3-oxabicyclo[3.1.0]hexan-6-yl)-2-bromoethan-1-one C12COCC2C1C(CBr)=O